3,5-bis(2-adamantyl)phenol C12C(C3CC(CC(C1)C3)C2)C=2C=C(C=C(C2)C2C3CC1CC(CC2C1)C3)O